4-[4-(2-cyclopropylmethoxy-pyridin-3-yl)-2-fluoro-phenylsulfanyl]-butyric acid C1(CC1)COC1=NC=CC=C1C1=CC(=C(C=C1)SCCCC(=O)O)F